2-butyl-N6-((6-cyanopyridin-3-yl)methyl)-5-hydroxy-1,7-naphthyridine-2,6-dicarboxamide C(CCC)C1(NC2=CN=C(C(=C2C=C1)O)C(=O)NCC=1C=NC(=CC1)C#N)C(=O)N